bis[2-(2-isobutoxyethoxy)ethyl]3,9-perylenedicarboxylic acid C(C(C)C)OCCOCCC1=C(C=2C=3C=CC=C4C(=CC=C(C5=CC=CC(=C1C(=O)O)C52)C43)C(=O)O)CCOCCOCC(C)C